dibenzofuran-1,2-dicarboxylic anhydride C=12C(=CC=C3OC4=C(C31)C=CC=C4)C(=O)OC2=O